C(C)(=O)C1=C(C2=C(N=C(N=C2)NC2=NC=C(C=C2)C2CCN(CC2)C2=CC=C(C=C2)[C@H](C)O)N(C1=O)C1CCCC1)C 6-acetyl-8-cyclopentyl-2-[[5-[1-[4-[(1S)-1-hydroxyethyl]phenyl]-4-piperidyl]-2-pyridyl]amino]-5-methyl-pyrido[2,3-d]pyrimidin-7-one